NC/C(/COC1=CC=C(C=C1)S(=O)(=O)CN(C(C(C)C)=O)C)=C\F (E)-N-(((4-((2-(aminomethyl)-3-fluoroallyl)oxy)phenyl)sulfonyl)methyl)-N-methylisobutyramide